cyclohexyl (2-hydroxy-ethyl)carbamate OCCNC(OC1CCCCC1)=O